2-[4-[[4-[1,3-dimethyl-6-[3-(1-methylpyrazol-4-yl)-8-isoquinolyl]-2-oxo-benzimidazol-4-yl]-1-piperidyl]methyl]-1-piperidyl]pyrimidine-5-carboxamide CN1C(N(C2=C1C=C(C=C2C2CCN(CC2)CC2CCN(CC2)C2=NC=C(C=N2)C(=O)N)C=2C=CC=C1C=C(N=CC21)C=2C=NN(C2)C)C)=O